FC(C(=O)O)(F)F.O1CCC12CNC2 1-oxa-6-azaspiro[3.3]heptane trifluoroacetate salt